tert-butyl 7-(5-methoxy-5-oxopentyl)-3,4-dihydro-1,8-naphthyridine-1(2H)-carboxylate COC(CCCCC1=CC=C2CCCN(C2=N1)C(=O)OC(C)(C)C)=O